OC1(CNC1)[C@H]1NCCCC1 3-hydroxy-3-[(2S)-piperidin-2-yl]azetidin